N[C@H]1CN(CCCC1)C1=NN(C(C2=CC=CC=C12)=O)C1=C(C=CC=C1)F (R)-4-(3-aminoazepan-1-yl)-2-(2-fluorophenyl)phthalazin-1(2H)-one